FC1=CC=C(C(=C1)NCCN1CCN(CC1)C)N 5-fluoro-N-(2-(4-methylpiperazin-1-yl)ethyl)benzene-1,2-diamine